S(=O)(=O)(ON1C2C=C(CN(C1=O)C2)N2N=NC(=C2)C=2SC=CN2)[O-].[Na+] sodium [7-oxo-3-(4-thiazol-2-yltriazol-1-yl)-1,6-diazabicyclo[3.2.1]oct-3-en-6-yl] sulfate